CC1=C(C=C2C(=NNC2=C1)C=1C=NN(C1)C)C1C[C@@H]2[C@@H](CN(C2)C2COCC2)C1 6-methyl-3-(1-methyl-1H-pyrazol-4-yl)-5-((3aR,5r,6aS)-2-(tetrahydrofuran-3-yl)octahydrocyclopenta[c]pyrrol-5-yl)-1H-indazole